BrC1=CC=C(C=C1)[C@@H](CO)NC(OC(C)(C)C)=O tert-butyl N-[(1S)-1-(4-bromophenyl)-2-hydroxy-ethyl]carbamate